methyl-N-[(1-methyl-1H-imidazol-4-yl)methyl]-4-[(1-methylcyclopropyl)amino]furo[2,3-d]pyrimidine-5-carboxamide CC=1N=C(C2=C(N1)OC=C2C(=O)NCC=2N=CN(C2)C)NC2(CC2)C